N1CCC(CC1)CP(OC)(OC)=O dimethyl (piperidin-4-ylmethyl)phosphonate